FC1=C(C=C(C=C1)NC(=O)C1=C(N(C(=C1C)C(C(=O)NC1(CCOCC1)C(NC(CO)(C)C)=O)=O)C)C)C N-(4-fluoro-3-methylphenyl)-5-(2-((4-((1-hydroxy-2-methylpropan-2-yl)carbamoyl)tetrahydro-2H-pyran-4-yl)amino)-2-oxoacetyl)-1,2,4-trimethyl-1H-pyrrole-3-carboxamide